6,7-dimethoxy-2-morpholinoquinazolin-4(3H)-one COC=1C=C2C(NC(=NC2=CC1OC)N1CCOCC1)=O